FC=1C(=C2C=CC(NC2=CC1)=O)C=1OC=NN1 6-fluoro-5-(1,3,4-oxadiazol-2-yl)-1H-quinolin-2-one